OC=1C=CC=2C=CC3=C(C4=C(O3)C=3C=CC=CC3C(=C4)O)C2C1 2,12-dihydroxydinaphthofuran